1-[4-(2-aminoethyl)phenyl]ethanone HCl Cl.NCCC1=CC=C(C=C1)C(C)=O